8-chloro-6-(4-chloro-2-fluoro-phenyl)-2,3-dimethyl-pyrido[3,2-d]pyrimidin-4-one ClC1=CC(=NC2=C1N=C(N(C2=O)C)C)C2=C(C=C(C=C2)Cl)F